[Na+].C(CCCCCCCCCCCCCCCCC)NC(C1=CC=C(C(=O)[O-])C=C1)=O N-octadecyl-terephthalic acid monoamide sodium salt